CCCCC/C=C\\C/C=C\\CCCCCCCCCC(=O)[O-] The molecule is a polyunsaturated fatty acid anion that is the conjugate base of (11Z,14Z)-icosadienoic acid, obtained by deprotonation of the carboxy group; major species at pH 7.3. It is a long-chain fatty acid anion, a polyunsaturated fatty acid anion and an icosadienoate. It is a conjugate base of an (11Z,14Z)-icosadienoic acid.